COC=1C=CC2=C(C(CS(N2)(=O)=O)=O)C1 6-Methoxy-1H-2,1-benzothiazin-4(3H)-on-2,2-dioxid